[Cl-].C(C)N(C=1C=CC2=C(C3=CC=C(C=C3[O+]=C2C1)N(CC)CC)C1=C(C=CC=C1)C(=O)OCCOC(C=C)=O)CC 3,6-bis(diethylamino)-9-[2-[[2-[(1-oxo-2-propen-1-yl)oxy]ethoxy]carbonyl]phenyl]xanthylium chloride